ClC1=C(C(=CC=C1)Cl)CC(=O)NC1=CC(=NC=C1)NC(C)=O N-{4-[2-(2,6-dichlorophenyl)acetamido]pyridin-2-yl}acetamide